OC1=CC(=NC=C1F)C(=O)O 4-hydroxy-5-fluoro-2-pyridinecarboxylic acid